4-[(1S,3Z)-1-{[tert-butyl(dimethyl)silyl]oxy}hex-3-en-1-yl]-5-iodo-1-[(trimethylsilyl)methyl]-1H-1,2,3-triazole [Si](C)(C)(C(C)(C)C)O[C@@H](C\C=C/CC)C=1N=NN(C1I)C[Si](C)(C)C